C(C1=CC=CC=C1)N1C[C@]2(CC[C@@H](C1)N2C(=O)OC(C)(C)C)C tert-butyl (1R,5S)-3-benzyl-1-methyl-3,8-diazabicyclo[3.2.1]octane-8-carboxylate